C(C)OC=1C=C(C=CC1C=1NC(C2=C(N1)NN=N2)=O)C2=CC(=C(C=C2)OCCN2CCCC2)C=CC(=O)O 3-(3'-ethoxy-4'-(7-oxo-6,7-dihydro-3H-[1,2,3]triazolo[4,5-d]pyrimidin-5-yl)-4-(2-(pyrrolidin-1-yl)ethoxy)-[1,1'-biphenyl]-3-yl)acrylic acid